CCS(=O)(=O)OC1(CCC1)CO[Si](C)(C)C(C)(C)C (1-(((tert-butyldimethylsilyl) oxy) methyl) cyclobutyl) methylmethanesulfonate